ClC1=C(N)C(=CC(=C1)Br)Br 2-chloro-4,6-dibromoaniline